C(C)(=O)[C@@]1([C@@]([C@@]([C@@](O)(O[C@@H]1CO)C(C)=O)(O)C(C)=O)(O)C(C)=O)O tetraacetyl-α-D-mannose